Tert-butyl (S)-(4-amino-1-(heptylamino)-1,4-dioxobutan-2-yl)carbamate NC(C[C@@H](C(=O)NCCCCCCC)NC(OC(C)(C)C)=O)=O